N1C(=CC2=CC=CC=C12)SC(CC(C(=O)OC)C(=O)OC)C1=CC=CC=C1 Dimethyl 2-(2-((1H-indol-2-yl)thio)-2-phenylethyl)malonate